3-((3-(((1-(6-(5-((R)-2-(2,4-difluorophenyl)pyrrolidin-1-yl)pyrazolo[1,5-a]pyrimidin-3-yl)pyridin-2-yl)piperidin-4-yl)(methyl)amino)methyl)phenyl)amino)piperidine-2,6-dione FC1=C(C=CC(=C1)F)[C@@H]1N(CCC1)C1=NC=2N(C=C1)N=CC2C2=CC=CC(=N2)N2CCC(CC2)N(C)CC=2C=C(C=CC2)NC2C(NC(CC2)=O)=O